FC=1C=CC(=C(C1)[C@@H](NC(C1=CC(=CC(=C1)C1=NC=C(C=N1)C=1CCNCC1)C)=O)C=1NC2=CC=CC=C2C1)O (R)-N-((5-fluoro-2-hydroxyphenyl)(1H-indol-2-yl)methyl)-3-methyl-5-(5-(1,2,3,6-tetrahydropyridin-4-yl)pyrimidin-2-yl)benzamide